3-(5-(2-chloropyrimidin-4-yl)-2-(3-(trifluoromethyl)bicyclo[1.1.1]-pent-1-yl)thiazol-4-yl)-2-fluoro-6-(trifluoromethyl)benzenesulfonamide ClC1=NC=CC(=N1)C1=C(N=C(S1)C12CC(C1)(C2)C(F)(F)F)C=2C(=C(C(=CC2)C(F)(F)F)S(=O)(=O)N)F